CC(C)(C)[O-].[Hf+4].C1(=CC=CC=C1)C12CC(C1)(C2)NC(C2=CC=CC(=C2)C(F)(F)F)=O.CC(C)(C)[O-].CC(C)(C)[O-].CC(C)(C)[O-] N-(3-phenylbicyclo[1.1.1]pentan-1-yl)-5-(trifluoromethyl)benzamide hafnium tertiary butoxide